NC=1C=C(C(=O)NC=2C=C3C(N(C=NC3=CC2)CCOC)=O)C=CC1 3-amino-N-(3-(2-methoxyethyl)-4-oxo-3,4-dihydroquinazolin-6-yl)benzamide